tert-Butyl 4-((4-oxo-7-(trifluoromethyl)-3,4-dihydroquinazolin-6-yl)oxy)piperidine-1-carboxylate O=C1NC=NC2=CC(=C(C=C12)OC1CCN(CC1)C(=O)OC(C)(C)C)C(F)(F)F